S(=O)(=O)(O)O.BrC1=CC2=C(N=C(C=3N2C=NN3)N3CC(C3)NC)N=C1 1-(8-bromopyrido[2,3-e][1,2,4]triazolo[4,3-a]pyrazin-4-yl)-N-methylazetidin-3-amine sulfate